(3R,11S)-3,11-dimethyl-10,13-dioxa-6-fluoro-2,16,17,21-tetraazatetracyclo[13.5.2.04,9.018,22]Docosane-1(20),4,6,8,15,18,21-heptaen-14-one C[C@H]1NC2=CC=C3NN=C(C(OC[C@@H](OC4=CC=C(C=C14)F)C)=O)C3=N2